CNCC=1C2=CC=CC=C2C=C2C=CC=CC12 9-(methylamino)methylanthracene